N-(4-{6-[3-(dibenzo[f,h]quinoxalin-2-yl)phenyl]dibenzofuran-4-yl}phenyl)-9,9-dimethyl-9H-fluoren-2-amine N1=C(C=NC2=C3C(=C4C(=C12)C=CC=C4)C=CC=C3)C=3C=C(C=CC3)C3=CC=CC=4C1=C(OC43)C(=CC=C1)C1=CC=C(C=C1)NC1=CC=4C(C3=CC=CC=C3C4C=C1)(C)C